ClCCOP(=O)([O-])[O-] (2-chloroethyl)-phosphat